2-ethylhexyl 3-((5-((S)-1-(((R)-tert-butylsulfinyl)amino)-1,3-dihydrospiro[indene-2,4'-piperidin]-1'-yl)-6-methylpyrazin-2-yl)thio)propanoate C(C)(C)(C)[S@@](=O)N[C@@H]1C2=CC=CC=C2CC12CCN(CC2)C=2N=CC(=NC2C)SCCC(=O)OCC(CCCC)CC